CC1=CC(NC=C1)(C(=O)O)C=1NC(C(N1)(C(C)C)C)=O 4-methyl-2-(4-methyl-5-keto-4-prop-2-yl-1H-imidazol-2-yl)pyridine-carboxylic acid